C(C)OC(C(C)(C)OC1=C(C=C(C=C1C)CN1CCN(CC1)CC1=CC=C(C=C1)Cl)C)=O 2-(4-((4-(4-chlorobenzyl)piperazin-1-yl)methyl)-2,6-dimethylphenoxy)-2-methylpropionic acid ethyl ester